CCCCCCCCCC(CCCCCCC\C=C/C\C=C/C\C=C/CC)=O (Z,Z,Z)-18,21,24-Heptacosatrien-10-one